N1=C(NC=2C=NC=CC21)C2COC1=CC=C(C=C1C2)OC2=C1CCC(NC1=NC=C2)=O 5-[3-(3H-imidazo[4,5-c]pyridin-2-yl)chroman-6-yl]oxy-3,4-dihydro-1H-1,8-naphthyridin-2-one